[Zn].C1(=C(C=CC=C1)OCC(COC1=CC=C(C=C1)C1=CC=CC=C1)O)C1=CC=CC=C1 1-([1,1'-biphenyl]-2-yloxy)-3-([1,1'-biphenyl]-4-yloxy)propan-2-ol Zinc